N7-(5-methyl-1H-pyrazol-3-yl)-N5-((3-exo)-8-(piperidin-4-ylmethyl)-8-azabicyclo[3.2.1]oct-3-yl)-1,6-naphthyridine-5,7-diamine CC1=CC(=NN1)NC=1N=C(C=2C=CC=NC2C1)NC1CC2CCC(C1)N2CC2CCNCC2